7-cyclopropyl-4-(cyclopropylamino)-1-(3-(dimethylphosphoryl)phenyl)quinazolin-2(1H)-one C1(CC1)C1=CC=C2C(=NC(N(C2=C1)C1=CC(=CC=C1)P(=O)(C)C)=O)NC1CC1